D-galactal O1C=C[C@@H](O)[C@@H](O)[C@H]1CO